1-(phenylsulfonyl)-1H-pyrrolo[2,3-b]pyridin-4-amine C1(=CC=CC=C1)S(=O)(=O)N1C=CC2=C1N=CC=C2N